(S)-1-(2-(1-(4-(2-fluoro-3-methoxyphenoxy)phenyl)-8-methylimidazo[1,5-a]pyrazin-3-yl)piperidin-1-yl)prop-2-en-1-one FC1=C(OC2=CC=C(C=C2)C=2N=C(N3C2C(=NC=C3)C)[C@H]3N(CCCC3)C(C=C)=O)C=CC=C1OC